1-(oxetan-3-ylmethyl)-1H-imidazole-4-carboxylic acid sodium salt [Na+].O1CC(C1)CN1C=NC(=C1)C(=O)[O-]